1'-benzylspiro[1H-isobenzofuran-3,4'-piperidine]-1-carboxylic acid C(C1=CC=CC=C1)N1CCC2(CC1)OC(C1=CC=CC=C12)C(=O)O